COC(C1=CC(=C(C(=C1)[N+](=O)[O-])NCC=1N2CCNC3=CC=CC(C1)=C23)OC)=O 4-(1,9-diazatricyclo[6.3.1.04,12]dodeca-2,4(12),5,7-tetraen-2-ylmethylamino)-3-methoxy-5-nitro-benzoic acid methyl ester